5-(3-cyanophenyl)-1,3,4-oxadiazole-2-carboxylic acid ethyl ester C(C)OC(=O)C=1OC(=NN1)C1=CC(=CC=C1)C#N